CN1N=C(C=C1OC1=CC(=C(C=C1C)/N=C/N(C)CC)C)C(F)(F)F (E)-N'-[4-(1-methyl-3-trifluoromethyl-1H-pyrazole-5-oxy)-2,5-dimethylphenyl]-N-ethyl-N-methylformamidine